3-bromo-5-cyclobutoxy-7-(trifluoromethyl)isobenzofuran-1(3H)-one BrC1OC(C2=C(C=C(C=C12)OC1CCC1)C(F)(F)F)=O